Cl.Cl.N[C@@H]1CNCCC1 (S)-3-aminopiperidine-dihydrochloride